C1=C(OC=C(C1=O)O)CO 5-hydroxy-2-hydroxymethyl-γ-pyrone